ClC1=CC=CC=2C(=C(OC21)CC)C(=O)C2=CC(=C(C(=C2)Br)O)Br (7-Chloro-2-ethylbenzofuran-3-yl)(3,5-dibromo-4-hydroxyphenyl)methanone